trans-N-(8-amino-7-chloro-6-(4-methylpyridin-3-yl)isoquinolin-3-yl)-2-cyanocyclopropane-1-carboxamide NC=1C(=C(C=C2C=C(N=CC12)NC(=O)[C@H]1[C@@H](C1)C#N)C=1C=NC=CC1C)Cl